3-(3-methoxyphenyl)-3-methylpyrrolidine COC=1C=C(C=CC1)C1(CNCC1)C